6-(5-cyanopyrazin-2-ylamino)-N-ethyl-4-(piperidin-3-ylmethylamino)pyridazine-3-carboxamide C(#N)C=1N=CC(=NC1)NC1=CC(=C(N=N1)C(=O)NCC)NCC1CNCCC1